C(CCC)C1CS(C2=C(N(C1)C1=CC=C(C=C1)F)C=C(C(=C2)O\C=C(\C(=O)[O-])/F)SC)(=O)=O rac-(Z)-3-((3-butyl-5-(4-fluorophenyl)-7-(methylsulfanyl)-1,1-dioxido-2,3,4,5-tetrahydro-1,5-benzothiazepin-8-yl) oxy)-2-fluoroacrylate